fluoro-1,2-dimethoxypropane FC(C(C)OC)OC